Methyl-o-toluoylphenylphosphinate COP(=O)C1=C(C=CC=C1)C(=O)C=1C(=CC=CC1)C